BrC=1C(=CC(=[N+](C1)[O-])C)C 5-bromo-2,4-dimethylpyridine 1-oxide